BrC(=CC1=CC(=C(C=C1)N1CCN(CC1)C(=O)OC(C)(C)C)F)Br tert-butyl 4-(4-(2,2-dibromovinyl)-2-fluorophenyl)piperazin-1-carboxylate